(2S,5R)-2-(N-(1-methyl-1H-1,2,3-triazole-4-carbonyl) carbamimidoyl)-7-oxo-1,6-diazabicyclo[3.2.1]octan-6-yl hydrogen sulfate S(=O)(=O)(ON1[C@@H]2CC[C@H](N(C1=O)C2)C(NC(=O)C=2N=NN(C2)C)=N)O